CC(=CC=O)CCC=C(C)C 3,7-DIMETHYLOCTA-2,6-DIENAL